1,1'-(1,4-phenylene-d4)bis(pyrene-2,3,4,5,6,7,8,9,10-d9) C1(=C(C(=C(C(=C1[2H])[2H])C1=C(C(=C2C(=C(C3=C(C(=C(C4=C(C(=C1C2=C34)[2H])[2H])[2H])[2H])[2H])[2H])[2H])[2H])[2H])[2H])[2H])C3=C(C(=C4C(=C(C2=C(C(=C(C1=C(C(=C3C4=C21)[2H])[2H])[2H])[2H])[2H])[2H])[2H])[2H])[2H]